(S)-2-acetyl-5-(1-(4-chlorophenyl)ethyl)-8-(5-(difluoromethyl)-3-fluoropyridin-2-yl)-2,5,8-triazaspiro[3.5]nonane-6,9-dione C(C)(=O)N1CC2(C1)N(C(CN(C2=O)C2=NC=C(C=C2F)C(F)F)=O)[C@@H](C)C2=CC=C(C=C2)Cl